CC1=CC=CC(=N1)C1=NNC=C1C=1N=C2C=C(C=NC2=CC1)C=1C=NN(C1)CC(=O)OC methyl 2-[4-[6-[3-(6-methyl-2-pyridyl)-1H-pyrazol-4-yl]-1,5-naphthyridin-3-yl]pyrazol-1-yl]acetate